tert-butyl (R)-3-(6-bromo-3-fluoropicolinamido)pyrrolidine-1-carboxylate BrC1=CC=C(C(=N1)C(=O)N[C@H]1CN(CC1)C(=O)OC(C)(C)C)F